[Ti].[V].[Mo] molybdenum vanadium-titanium